(2S,4R)-1-[(2S)-2-(7-aminoheptanoylamino)-3,3-dimethyl-butanoyl]-4-hydroxy-N-[(1S)-1-[4-(4-methylthiazol-5-yl)phenyl]ethyl]pyrrolidine-2-carboxamide NCCCCCCC(=O)N[C@H](C(=O)N1[C@@H](C[C@H](C1)O)C(=O)N[C@@H](C)C1=CC=C(C=C1)C1=C(N=CS1)C)C(C)(C)C